C(C)OC(=O)C1=NN2C(C(N(CC2)CC2=C(C=CC=C2)Cl)=O)=C1C=C.CC1C(O1)[Si](OC)(OC)OC (3-epoxypropyl)trimethoxysilane ethyl-5-(2-chlorobenzyl)-4-oxo-3-vinyl-4,5,6,7-tetrahydropyrazolo[1,5-a]pyrazine-2-carboxylate